ClC1=CC(=C(C(=O)OC)C=C1)C(C(=O)OC)(C1=C(C=C(C=C1)C(F)(F)F)[N+](=O)[O-])F methyl 4-chloro-2-[1-fluoro-2-methoxy-1-[2-nitro-4-(trifluoromethyl)phenyl]-2-oxo-ethyl]benzoate